4-cyano-N-[2-(4,4-dimethylcyclohexen-1-yl)-6-(4-ethyl-3,3,5,5-tetramethyl-piperazin-1-yl)-3-pyridyl]-1-(2-trimethylsilylethoxymethyl)imidazole-2-carboxamide C(#N)C=1N=C(N(C1)COCC[Si](C)(C)C)C(=O)NC=1C(=NC(=CC1)N1CC(N(C(C1)(C)C)CC)(C)C)C1=CCC(CC1)(C)C